((1R,2S,4S)-4-(2-amino-6-oxo-1H-purin-9(6H)-yl)-2-((2-ethylbutanoyl)oxy)-3-methylenecyclopentyl)methyl 2-ethylbutanoate C(C)C(C(=O)OC[C@@H]1[C@@H](C([C@H](C1)N1C=2N=C(NC(C2N=C1)=O)N)=C)OC(C(CC)CC)=O)CC